ClC=1C=C(CCN2CC(CCC2)(O)COC2=CC=C(C=C2)S(=O)(=O)C)C=CC1 1-(3-chlorophenethyl)-3-((4-(methylsulfonyl)phenoxy)methyl)piperidin-3-ol